O=C1C(C(OC[Si](Br)(C=O)C=O)=CC=C1)=O diketo-diformyl-bromophenoxymethylsilane